O=C1C=2N(C=C(N1)C1=CC=C(C=C1)C(F)(F)F)C(=CC2)C#N 1-oxo-3-(4-trifluoromethyl-phenyl)-1,2-dihydro-pyrrolo[1,2-a]pyrazine-6-carbonitrile